bis-Boc-2-amino-7-bromo-[1,2,4]triazolo[1,5-a]pyridine C(=O)(OC(C)(C)C)C=1C(=CC=2N(C1C(=O)OC(C)(C)C)N=C(N2)N)Br